(R)-2-amino-7-fluoro-4-(8-fluoro-4-(3-hydroxy-3-methylpiperidin-1-yl)-2-((tetrahydro-1H-pyrrolizin-7a(5H)-yl)methoxy)pyrido[4,3-d]pyrimidin-7-yl)benzo[b]thiophene-3-carbonitrile NC1=C(C2=C(S1)C(=CC=C2C2=C(C=1N=C(N=C(C1C=N2)N2C[C@](CCC2)(C)O)OCC21CCCN1CCC2)F)F)C#N